N-(benzo[d][1,3]dioxol-5-ylmethyl)-4-chloroquinolin-8-amine O1COC2=C1C=CC(=C2)CNC=2C=CC=C1C(=CC=NC21)Cl